CN(C1(C=CC(=CC1)C)O)C 1-dimethylamino-p-cresol